C(C)(C)C1=C(C=CC=C1)C1=NC=C2NC(N(C2=N1)CCC1CCN(CC1)C=1C=NC=CC1)=O 2-(2-isopropylphenyl)-9-(2-(1-(pyridin-3-yl)piperidin-4-yl)ethyl)-7,9-dihydro-8H-purin-8-one